COC1=C(C(=O)NC2=NC(=CC=C2)C=2N3C(=NN2)CC[C@@H]3C)C=CC(=N1)C(F)(F)F (S)-2-methoxy-N-(6-(5-methyl-6,7-dihydro-5H-pyrrolo[2,1-c][1,2,4]triazol-3-yl)pyridin-2-yl)-6-(trifluoromethyl)nicotinamide